(5-(5-(4,4-difluoropiperidine-1-carbonyl)-1H-pyrrolo[2,3-b]pyridin-1-yl) pyridin-2-yl) boronate B(OC1=NC=C(C=C1)N1C=CC=2C1=NC=C(C2)C(=O)N2CCC(CC2)(F)F)[O-]